benzyl ((1S)-((R)-3,3-difluorocyclohexyl)(2-(((3R,5R)-2-oxo-5-(trifluoromethyl)piperidin-3-yl)methyl)imidazo[1,2-b][1,2,4]triazin-6-yl)methyl)carbamate FC1(C[C@@H](CCC1)[C@@H](C=1N=C2N(N=C(C=N2)C[C@@H]2C(NC[C@@H](C2)C(F)(F)F)=O)C1)NC(OCC1=CC=CC=C1)=O)F